trans-3-aminocyclobutanecarbonitrile hydrochloride Cl.N[C@@H]1C[C@H](C1)C#N